FC(S(=O)(=O)OCC(F)F)(F)F 2,2-difluoroethyl trifluoro-methane-sulfonate